C1CC1CN2CC[C@]34[C@@H]5C(=O)CC[C@]3([C@H]2CC6=C4C(=C(C=C6)O)O5)O The molecule is an organic heteropentacyclic compound that is naloxone substituted in which the allyl group attached to the nitrogen is replaced by a cyclopropylmethyl group. A mu-opioid receptor antagonist, it is used to treat alcohol dependence. It has a role as a mu-opioid receptor antagonist, a central nervous system depressant, an environmental contaminant, a xenobiotic and an antidote to opioid poisoning. It is an organic heteropentacyclic compound, a morphinane-like compound and a member of cyclopropanes. It is a conjugate base of a naltrexone(1+).